COC1=CC=2N(C=C1C(=O)NC1=NC(=CC=C1)C(F)(F)F)C=C(N2)CC2CCOCC2 7-methoxy-2-((tetrahydro-2H-pyran-4-yl)methyl)-N-(6-(trifluoromethyl)pyridin-2-yl)imidazo[1,2-a]pyridine-6-carboxamide